FC(C(=O)O)(F)F.NCC1=CC=CC(=N1)S(=O)(=O)N1C[C@H](C[C@@H](C1)C1=CC=CC=C1)C(=O)N1CCN(CC1)S(=O)(=O)C trans-(1-((6-(Aminomethyl)pyridin-2-yl)sulfonyl)-5-phenylpiperidin-3-yl)(4-(methylsulfonyl)piperazin-1-yl)methanone 2,2,2-trifluoroacetate